C(C1=CC=CC=C1)OC1=C(C=C(C(=O)OC)C=C1OC)O.OC(CNCC(C)N)C N-(2-hydroxypropyl) propylenediamine methyl 4-(benzyloxy)-3-hydroxy-5-methoxybenzoate